3-chloro-1,2-dimethylbenzene ClC=1C(=C(C=CC1)C)C